3-(4-fluorophenyl)-1-isopropyl-2,4-dioxo-N-(4-((5,6,7,8-tetrahydropyrido[3,4-d]pyrimidin-4-yl)oxy)phenyl)-1,2,3,4-tetrahydropyrimidine-5-carboxamide FC1=CC=C(C=C1)N1C(N(C=C(C1=O)C(=O)NC1=CC=C(C=C1)OC=1C2=C(N=CN1)CNCC2)C(C)C)=O